2-[[4-[6-[[4-[1-(2,2-difluoroethyl)pyrazol-4-yl]-2-fluoro-phenyl]methoxy]-2-pyridyl]-2,5-difluoro-phenyl]methyl]-3-(2-methoxyethyl)benzimidazole-5-carboxylic acid FC(CN1N=CC(=C1)C1=CC(=C(C=C1)COC1=CC=CC(=N1)C1=CC(=C(C=C1F)CC=1N(C2=C(N1)C=CC(=C2)C(=O)O)CCOC)F)F)F